1-(2-((6-(4-Ethylpiperazin-1-yl)pyridin-2-yl)amino)-6,7-dihydropyrazolo[1,5-a]pyrazin-5(4H)-yl)prop-2-en-1-one C(C)N1CCN(CC1)C1=CC=CC(=N1)NC1=NN2C(CN(CC2)C(C=C)=O)=C1